methyl (2RS)-2-{trans-4-[(tert-butoxycarbonyl)amino]cyclohexyl}-7-chloro-2,4-dimethyl-1,3-benzodioxole-5-carboxylate C(C)(C)(C)OC(=O)N[C@@H]1CC[C@H](CC1)[C@@]1(OC2=C(O1)C(=CC(=C2C)C(=O)OC)Cl)C |&1:14|